NCC(=O)O r-glycine